BrCCCCCCCCCCCCCCCCCCCC=C 21-bromo-1-henicosene